(S)-3-((t-butyldiphenylsilyl)oxy)-2-phenylpropionic acid [Si](C1=CC=CC=C1)(C1=CC=CC=C1)(C(C)(C)C)OC[C@@H](C(=O)O)C1=CC=CC=C1